[11CH3]I [11C]-methyl iodide